C[C@H]1CC[C@@]2([C@@]3(C[C@]4([C@@]5([C@]([C@H]([C@@]3([C@]5([C@]2([C@@H]1O)O4)O)O)OC(=O)C6=CC=CN6)(C(C)C)O)C)O)C)O The molecule is an insecticide alkaloid isolated from South American plant Ryania speciosa. It has a role as a ryanodine receptor modulator and a phytogenic insecticide. It is an alkaloid and a cyclic hemiketal.